10-(((1-(2,6-dioxopiperidin-3-yl)-2-oxo-1,2-dihydrobenzo[cd]indol-6-yl)methyl)amino)-10-oxodecanoic acid O=C1NC(CCC1N1C(C2=C3C(C(=CC=C13)CNC(CCCCCCCCC(=O)O)=O)=CC=C2)=O)=O